C1(CC1)C(=O)NC1=CC(=C(N=N1)C(=O)NC([2H])([2H])[2H])NC1=C(C(=CC=C1)C1=NN(N=C1)CC)OC 6-(cyclopropanecarboxamido)-4-((2-methoxy-3-(2-ethyl-2H-1,2,3-triazol-4-yl)phenyl)amino)-N-(methyl-d3)pyridazine-3-carboxamide